{2-[(9R)-9-(pyridin-2-yl)-6-oxaspiro[4.5]decan-9-yl]ethyl}({[2-(trifluoromethyl)pyrimidin-5-yl]methyl})amine N1=C(C=CC=C1)[C@@]1(CCOC2(CCCC2)C1)CCNCC=1C=NC(=NC1)C(F)(F)F